ethyl 2-chloro-3-pyrroline-1-carboxylate ClC1N(CC=C1)C(=O)OCC